ClC=1C=C(C#N)C=C(C1N1N=CC=2C=NC(=CC21)NC2=NC=NC(=C2)NCC(C(F)F)O)F 3-chloro-4-(6-((6-((3,3-difluoro-2-hydroxypropyl)amino)pyrimidin-4-yl)amino)-1H-pyrazolo[4,3-c]pyridin-1-yl)-5-fluorobenzonitrile